C(C=C)N(C1=C(C(=O)OC)C=C(C=C1)Cl)S(=O)(=O)C methyl 2-[allyl(methylsulfonyl)amino]-5-chloro-benzoate